1-((4-Methoxyphenyl)sulfonyl)-3,5-dimethyl-4-tosyl-1H-pyrazole COC1=CC=C(C=C1)S(=O)(=O)N1N=C(C(=C1C)S(=O)(=O)C1=CC=C(C)C=C1)C